COC([C@@H](N)CC1=CC(=CC=C1)OCCN(C)C)=O 3-[2-(dimethylamino)ethoxy]phenylalanine methyl ester